ClC=1C=C(C=C(C1)Cl)C1=NC(=CC(=C1)CN1CCC(CC1)CC(=O)O)OC=1C=NC(=NC1)N1[C@@H]2CN([C@H](C1)C2)CC 2-(1-((2-(3,5-dichlorophenyl)-6-((2-((1S,4S)-5-ethyl-2,5-diazabicyclo[2.2.1]heptan-2-yl)pyrimidin-5-yl)oxy)pyridin-4-yl)methyl)piperidin-4-yl)acetic acid